CC(C(=O)N1CCC2=CC(=C(C=C12)C)B1OC(C(O1)(C)C)(C)C)=C 2-methyl-1-(6-methyl-5-(4,4,5,5-tetramethyl-1,3,2-dioxaborolan-2-yl)indolin-1-yl)prop-2-en-1-one